C[C@@]12[C@H](CC[C@H]1[C@@H]1CCC=3C=C(C=CC3[C@H]1CC2)O)OC(CCCCCCCCCC)=O (8R,9S,13S,14S,17S)-13-methyl-17-[(1-oxoundecanyl)oxy]-6,7,8,9,11,12,14,15,16,17-decahydrocyclopenta[a]phenanthren-3-ol